acetylpyranocarbazole C(C)(=O)C=1C=COC2=CC=C3C=4C=CC=CC4N=C3C21